FC=1C=C(C=CC1F)[C@@H](C)NC=1N=NC(=CN1)C=1C=CC2=C(N(C(O2)=O)C)C1 (R)-5-(3-((1-(3,4-difluorophenyl)ethyl)amino)-1,2,4-triazin-6-yl)-3-methylbenzo[d]oxazol-2(3H)-one